(6,6-difluoro-1,4-oxaazepan-4-yl)-methanone FC1(CN(CCOC1)C=O)F